C(C)(C)(C)C1=CC=C(C=C1)C(C(Cl)(Cl)Cl)=O 4'-tert-butyl-α,α,α-trichloroacetophenone